C(C)C(CN1C(=C(C(C=C1)=O)OCC=C)C(C)=O)CCCC N-(2-ethylhexyl)-2-acetyl-3-(2-propen-1-yloxy)-pyridin-4-one